C(C)(C)N1CCN(CC1)C1=CC=C(C=C1)[C@@H]1NC[C@H](CC1)C |r| rac-1-isopropyl-4-[4-[(2R,5S)-5-methyl-2-piperidyl]phenyl]piperazine